1-(3-(aminomethyl)phenyl)-N-(3-(3-cyclopropyl-1-morpholinopropyl)phenyl)-3-(trifluoromethyl)-1H-pyrazole-5-carboxamide NCC=1C=C(C=CC1)N1N=C(C=C1C(=O)NC1=CC(=CC=C1)C(CCC1CC1)N1CCOCC1)C(F)(F)F